O1CCC(=CC1)C=1C=C(C=CC1)S(=O)(=O)N1C=C(C=C1C1=C(C=CC=C1)F)CNC 1-(1-((3-(3,6-dihydro-2H-pyran-4-yl)phenyl)sulfonyl)-5-(2-fluorophenyl)-1H-pyrrol-3-yl)-N-methyl-methylamine